ClC=1N=NC(=C(N1)N1CC2(CN(C2)C(=O)OC(C)(C)C)CC1)Cl tert-butyl 6-(3,6-dichloro-1,2,4-triazin-5-yl)-2,6-diazaspiro[3.4]octane-2-carboxylate